BrCC(=O)C1=CC(=CC=2NC(COC21)=O)OCC2=CC=CC=C2 (e)-8-(bromoacetyl)-6-benzyloxy-2H-1,4-benzoxazin-3(4H)-one